CN(C(OC(C)(C)C)=O)CCCOCCOC\C=C\B1OC(C(O1)(C)C)(C)C Tert-butyl (E)-methyl(3-(2-((3-(4,4,5,5-tetramethyl-1,3,2-dioxaborolan-2-yl)allyl)oxy)ethoxy)propyl)carbamate